C(=C)B(O)O vinyl-(R)-boronic acid